C(C)OC(=O)C1=NN2C=3SC=4CCCOCC4C3C(=N[C@H](C2=N1)C)C1=C(C=CC=C1F)F (7S)-9-(2,6-difluorophenyl)-7-methyl-13-oxa-18-thia-2,3,5,8-tetraazatetracyclo[8.8.0.02,6.011,17]octadeca-1(10),3,5,8,11(17)-pentaene-4-carboxylic acid ethyl ester